N=C(C1=CSC(=C1)CNC(=O)[C@H]1N(C[C@@H](C1)[S@](=O)(=N)C)C(CNC(C1=CC=C(C=C1)OC1=CC=CC=C1)=O)=O)NC(OCC1=CC=CC=C1)=O benzyl (imino(5-(((2S,4R)-4-((S)-S-methylsulfonimidoyl)-1-((4-phenoxybenzoyl)-glycyl)pyrrolidine-2-carboxamido)methyl)thiophen-3-yl)methyl)carbamate